CN1N=NC2=C1C=CC(=C2C)C(C(C(=O)OC)(C)C)C2=CC(=C(C=C2)C)CN2C[C@H](OC1=C(C2)C=2CCCCC2C=C1)CC methyl 3-(1,4-dimethyl-1H-benzo[d][1,2,3]triazol-5-yl)-3-(3-(((R)-4-ethyl-3,4,8,9,10,11-hexahydronaphtho[1,2-f][1,4]oxazepin-2(1H)-yl) methyl)-4-methylphenyl)-2,2-dimethylpropionate